COC=1C=C(C=C(C1)OC)C#CC1=C2C(=NC=N1)NN=C2 4-(3,5-dimethoxyphenylethynyl)-1H-pyrazolo[3,4-d]pyrimidine